(S)-4-(tert-butyl)-4-hydroxy-8-(2-methylpyridin-4-yl)-1,3,4,5-tetrahydro-6H-pyrano[4,3-b]Thieno[3,2-d]Pyridin-6-one C(C)(C)(C)[C@]1(COCC2=C1NC(C1=C2C=C(S1)C1=CC(=NC=C1)C)=O)O